7-bromo-6-methoxy-4-methyl-spiro[benzo[b][1,4]oxazin-2,1'-cyclopropane]-3(4H)-one BrC=1C(=CC2=C(OC3(CC3)C(N2C)=O)C1)OC